BrCC(=O)C1=CC(=C(C=C1)[N+](=O)[O-])F 2-bromo-1-(3-fluoro-4-nitrophenyl)ethan-1-one